4-trifluoromethyl-1,1'-biphenyl FC(C1=CC=C(C=C1)C1=CC=CC=C1)(F)F